C(#N)C1=NC2=CC(=CC(=C2N=C1N1C2CN(C(C1)C2)C2=CC=C(C=C2)C#N)[C@@H](C)NC2=C(C(=O)O)C=CC=C2)C 2-(((1R)-1-(2-cyano-3-(5-(4-cyanophenyl)-2,5-diazabicyclo[2.2.1]heptan-2-yl)-7-methylquinoxalin-5-yl)ethyl)amino)benzoic acid